tert-butyl 2-(5-fluoro-2-(4-(3-(hydroxymethyl) piperidin-1-yl)-3-nitrobenzamido) phenyl)acetate FC=1C=CC(=C(C1)CC(=O)OC(C)(C)C)NC(C1=CC(=C(C=C1)N1CC(CCC1)CO)[N+](=O)[O-])=O